allyloxybis(diphenylamine) C(C=C)C1=C(C=CC=C1)N(ON(C1=CC=CC=C1)C1=CC=CC=C1)C1=CC=CC=C1